C1CC12CCN(CC2)C=2C=C(C=CC2N2N=NC(=C2)C=2C=C1C=CN=NC1=C(C2)N2CCC(CC2)(F)F)NS(=O)(=O)CCO N-(3-{6-azaspiro[2.5]octane-6-yl}-4-{4-[8-(4,4-difluoropiperidin-1-yl)cinnoline-6-yl]-1H-1,2,3-triazol-1-yl}phenyl)-2-hydroxyethane-1-sulfonamide